O=C1NC(CC[C@@H]1N1C(C2=CC=C(C=C2C1=O)NCC(=O)N1CCN(CC1)CCCOC=1C=C(CNC2=C3N=CN(C3=NC=N2)C2CC(C2)NC(C2=NC(=CC=C2)C)=O)C=CC1)=O)=O N-((1s,3s)-3-(6-((3-(3-(4-((2-(2,6-dioxopiperidin-3-yl)-1,3-dioxoisoindolin-5-yl)glycyl)piperazin-1-yl)propoxy)benzyl)amino)-9H-purin-9-yl)cyclobutyl)-6-methylpicolinamide